FC1=C(C(=O)C2=NN(C3=NC=C(C=C32)C=3C=CC(=NC3)C(=O)OC)C3OCCCC3)C=CC(=C1NS(=O)(=O)C)F Methyl 5-(3-(2,4-difluoro-3-(methylsulfonamido)benzoyl)-1-(tetrahydro-2H-pyran-2-yl)-1H-pyrazolo[3,4-b]pyridin-5-yl)picolinate